BrC=1C=C2C=C(NC2=CC1)C(=O)NNC(/C=C/C1=CCN(C=C1)CCCCCCCCCC)=O (E)-4-(3-(2-(5-bromo-1H-indole-2-carbonyl)hydrazino)-3-oxoprop-1-en-1-yl)-1-decylpyridine